N(N)C1=C2N(C(NC2=NC=N1)=O)C1=CC=C(C=C1)OC1=CC=CC=C1 6-hydrazino-7-(4-phenoxyphenyl)-7,9-dihydro-8H-purin-8-one